FC=1C=C(C=C(C1)OCC(C)C)C1=CC=C(C(=N1)N1C(CC(C1)C)(C)C)C(=O)NS(=O)(=O)C1=C2C=CNC2=CC=C1 6-(3-Fluoro-5-isobutoxyphenyl)-N-(1H-indol-4-ylsulfonyl)-2-(2,2,4-trimethylpyrrolidin-1-yl)pyridin-3-carboxamid